[Si](C)(C)(C(C)(C)C)OCC1=C(C=C(C=C1)NC(=O)C1CCC(CC1)N1C(C2=CC=CC(=C2C1)C)=O)OC (1s,4s)-N-(4-(((tert-butyldimethylsilyl)oxy)methyl)-3-methoxyphenyl)-4-(4-methyl-1-oxoisoindolin-2-yl)cyclohexanecarboxamide